NC(CNC(C[C@H]1C[C@]2(CCC1)OC1(OO2)C2CC3CC(CC1C3)C2)=O)(C)C N-(2-Amino-2-methylpropyl)-2-((R,R)-dispiro[adamantane-2,3'-[1,2,4]trioxolane-5',1''-cyclohexan]-3''-yl)acetamide